ClC=1N=C(C2=C(N1)C(=C(N=C2)Cl)F)N2C[C@H]1CC[C@@H](C2)C1(F)F 2,7-dichloro-4-((1R,5S)-8,8-difluoro-3-azabicyclo[3.2.1]octan-3-yl)-8-fluoropyrido[4,3-d]pyrimidine